1-(7-(Piperazine-1-yl)imidazo[1,2-a]pyridin-3-yl)dihydropyrimidine-2,4(1H,3H)-dione trifluoroacetate FC(C(=O)O)(F)F.N1(CCNCC1)C1=CC=2N(C=C1)C(=CN2)N2C(NC(CC2)=O)=O